ClC1=C(C(=O)N2CCN(CC2)C([C@H](C)NC(OC(C)(C)C)=O)=O)C=CC(=C1)NC(=O)C=1N(C(=CN1)C=1C(=NN(C1)CC=1C=NC=CC1)C(F)(F)F)C tert-butyl (S)-(1-(4-(2-chloro-4-(1-methyl-5-(1-(pyridin-3-ylmethyl)-3-(trifluoromethyl)-1H-pyrazol-4-yl)-1H-imidazole-2-carboxamido)benzoyl)piperazin-1-yl)-1-oxopropan-2-yl)carbamate